C1(CC1)C1=CC=C(C=C1)C1=CN(CC2=C1N=C(N=C2)NCC(F)(F)F)C=2C=C1C=CC=NC1=CC2 8-(4-cyclopropylphenyl)-6-(quinolin-6-yl)-2-((2,2,2-trifluoroethyl)amino)pyrido[4,3-d]pyrimidin